6-chloro-7-fluoro-1-(2-methyl-4-(trifluoromethoxy)phenyl)-3-(3-methylpyridin-4-yl)-2,3-dihydroquinazolin-4(1H)-one ClC=1C=C2C(N(CN(C2=CC1F)C1=C(C=C(C=C1)OC(F)(F)F)C)C1=C(C=NC=C1)C)=O